4-((3-Methylcyclohexyl)amino)-1H-pyrrolo[2,3-b]pyridine-5-carboxylic acid ethyl ester C(C)OC(=O)C=1C(=C2C(=NC1)NC=C2)NC2CC(CCC2)C